methylglucamine CNC[C@H](O)[C@@H](O)[C@H](O)[C@H](O)CO